C(C)(=O)C1=C(C(=C(S1)NC1=C(C=C(C=C1)I)F)C(=O)N[C@H]1CNCCC1)C (R)-5-acetyl-2-((2-fluoro-4-iodophenyl)amino)-4-methyl-N-(piperidin-3-yl)thiophene-3-carboxamide